3,3',3'',3'''-((9,10-anthraquinone-2,6-diyl)bis(azanetriyl))tetrakis(propane-1-sulfonate) C1=C(C=CC=2C(C3=CC(=CC=C3C(C12)=O)N(CCCS(=O)(=O)[O-])CCCS(=O)(=O)[O-])=O)N(CCCS(=O)(=O)[O-])CCCS(=O)(=O)[O-]